[N+](=O)([O-])C1=C2CCC(C2=CC=2CCCC12)=O 4-nitro-1,2,3,5,6,7-hexahydro-s-indacen-1-one